FC1=C(C=C(C(=O)O)C=C1C(F)(F)F)[N+](=O)[O-] 4-fluoro-3-nitro-5-(trifluoromethyl)benzoic acid